O1COC2=C1C=CC(=C2)[C@H]2N1[C@H](CC3=C2NC=2C=CC=CC32)C(N(CC1=O)C)=O (6R,12aR)-6-(1,3-benzodioxolan-5-yl)-2-methyl-2,3,6,7,12,12a-hexahydropyrazino[1',2':1,6]pyrido[3,4-b]indole-1,4-dione